N1(CCC1)C(CSC1=CC(=C(C(=C1)Cl)CC1=CC(=C(C=C1)O)C(C)C)Cl)=O 1-(azetidin-1-yl)-2-((3,5-dichloro-4-(4-hydroxy-3-isopropylbenzyl)phenyl)thio)ethan-1-one